BrC1=CC=C(S1)C(=O)NN 5-bromothiophene-2-hydrazide